C(C)(C)(C)OC(=O)N(C(OC(C)(C)C)=O)C[C@@H]1C[C@H](C1)N1N=C(C(=C1)C1=NC=C(C2=C1C=CN2)F)C2CC2 tert-butyl (tert-butoxycarbonyl)((trans-3-(3-cyclopropyl-4-(7-fluoro-1H-pyrrolo[3,2-c]pyridin-4-yl)-1H-pyrazol-1-yl)cyclobutyl)methyl)carbamate